Cl.BrC1=CC(=C(C=C1)C(=O)N1CCNCC1)Cl (4-bromo-2-chlorophenyl)(piperazin-1-yl)methanone hydrochloride